C(#N)C=1C=C2C(N(C(=NC2=C(C1)[C@@H](C)NC(OC(C)(C)C)=O)N1CCC(CC1)(F)F)C)=O tert-butyl (R)-(1-(6-cyano-2-(4,4-difluoropiperidin-1-yl)-3-methyl-4-oxo-3,4-dihydroquinazolin-8-yl)ethyl)carbamate